5-(2-(6-((7R)-7-amino-2-azabicyclo[2.2.1]heptane-2-carbonyl)-3-methylpyrazolo[1,5-a]pyridin-2-yl)-1-(cyclopropylmethyl)-1H-indol-6-yl)isoindolin-1-one N[C@H]1C2N(CC1CC2)C(=O)C=2C=CC=1N(C2)N=C(C1C)C=1N(C2=CC(=CC=C2C1)C=1C=C2CNC(C2=CC1)=O)CC1CC1